(3R)-N-{8,9-dimethoxy-1H,2H,4H,5H-oxepino[4,5-b]quinolin-11-yl}-1-propylpiperidin-3-amine COC=1C(=CC=2C(=C3C(=NC2C1)CCOCC3)N[C@H]3CN(CCC3)CCC)OC